4-(3-((2s,6S)-1-acetyl-4-acryloyl-6-methylpiperazin-2-yl)-5-chloro-2-fluorophenyl)-6-methoxy-N-methylpicolinamide C(C)(=O)N1[C@H](CN(C[C@@H]1C)C(C=C)=O)C=1C(=C(C=C(C1)Cl)C1=CC(=NC(=C1)OC)C(=O)NC)F